FC1=C(C(=CC=C1)F)C=1C=2C=3CCCCCC3SC2NC([C@@H](N1)C)=N (5S)-3-(2,6-difluorophenyl)-5-methyl-9-thia-4,7-diazatricyclo[8.5.0.02,8]pentadec-1(10),2(8),3-triene-6-imine